F[B-](F)(F)F.[Ir+3].F[B-](F)(F)F.F[B-](F)(F)F iridium tetrafluoroborate